(difluoromethyl)quinoxalin-2(1H)-one FC(F)N1C(C=NC2=CC=CC=C12)=O